N-(1-(3,5-difluorophenyl)ethyl)-3-(2-(pyridin-2-yl)vinyl)-1H-indazol-5-amine FC=1C=C(C=C(C1)F)C(C)NC=1C=C2C(=NNC2=CC1)C=CC1=NC=CC=C1